C(C1=CC=CC=C1)C1=C(C(NC2=CC=C(C=C12)Cl)=O)C1=NNC(C1)C1=CC(=C(C=C1)OC)F 4-benzyl-6-chloro-3-[5-(3-fluoro-4-methoxy-phenyl)-4,5-dihydro-1H-pyrazol-3-yl]-1H-quinolin-2-one